(1S,4R)-4-[[3-(3-Chloro-5-fluoro-phenyl)-5-(trifluoromethyl)-4H-isoxazole-5-carbonyl]amino]cyclopent-2-en-1-carboxylic acid (2-methylsulfanylethyl) ester CSCCOC(=O)[C@@H]1C=C[C@@H](C1)NC(=O)C1(CC(=NO1)C1=CC(=CC(=C1)F)Cl)C(F)(F)F